CN(C(C#CC(=O)N1CC(C1)NC(=O)C1=CC2=C(S1)CCCC2)(C)C)C N-(1-(4-(dimethylamino)-4-methylpent-2-ynoyl)azetidin-3-yl)-4,5,6,7-tetrahydrobenzo[b]thiophene-2-carboxamide